CCOC(=O)C1=C(C)NC(C)=C(C(=O)OCC)C1C1C=CC=CC=1/C=C/C(=O)OC(C)(C)C dipropyleneTriamine